ClC1=CC=2N(N=C1)C(=NC(C2C2=C(C=CC=C2)Cl)=O)NC 3-Chloro-5-(2-chlorophenyl)-8-(methylamino)-6H-pyrimido[1,6-b]pyridazin-6-one